CC1=C(C=C(C2=C1OC(C=1CN(CCC12)C(=O)OC(C)(C)C)=O)C)OS(=O)(=O)C(F)(F)F tert-Butyl 7,10-dimethyl-5-oxo-8-{[(trifluoromethyl)sulfonyl]oxy}-1,5-dihydro-2H-chromeno[3,4-c]pyridine-3(4H)-carboxylate